(7R)-2-{2-[6-(1,2,4-benzotriazin-6-yl)-1-(cyclopropylmethyl)-1H-pyrrolo[2,3-b]pyridin-2-yl]-7-methoxy-1-methyl-1H-1,3-benzodiazole-5-carbonyl}-2-azabicyclo[2.2.1]heptan-7-amine N1=NC=NC2=C1C=CC(=C2)C2=CC=C1C(=N2)N(C(=C1)C1=NC2=C(N1C)C(=CC(=C2)C(=O)N2C1CCC(C2)[C@H]1N)OC)CC1CC1